CN(C/C=C/C(=O)N(C)C1=C2CN(CC2=CC=C1)C(=O)C=1C=C2C=C(NC2=CC1O)C)C (E)-4-(Dimethylamino)-N-(2-(6-hydroxy-2-methyl-1H-indole-5-carbonyl)isoindolin-4-yl)-N-methylbut-2-enamide